8-[(4-Fluoro-piperidin-4-ylmethyl)-amino]-6-pyridin-4-yl-imidazo[1,2-a]pyrazine-2-carboxylic acid amide FC1(CCNCC1)CNC=1C=2N(C=C(N1)C1=CC=NC=C1)C=C(N2)C(=O)N